C(C)(C)(C)OC(=O)NC(C(=O)OC)CC(C(=O)OC)CC1(CCCC1)[N+](=O)[O-] dimethyl 2-((tert-butoxycarbonyl)amino)-4-((1-nitrocyclopentyl)methyl)pentanedioate